rhenium oxysulfide O=S.[Re]